C(C)OCCN1CCC2(OC3(CC3)C(N(C2)CC)=O)CC1 8-(2-Ethoxyethyl)-12-ethyl-4-oxa-8,12-diazadispiro[2.1.5.3]tridecan-13-on